vinyl hydrogen adipate C(CCCCC(=O)O)(=O)OC=C